(4-(2-butyl-1-oxo-1,2-dihydro-2,7-naphthyridin-4-yl)-2,5-dimethoxyphenyl)acetaldehyde C(CCC)N1C(C2=CN=CC=C2C(=C1)C1=CC(=C(C=C1OC)CC=O)OC)=O